S(=O)(=O)(O)OC[C@H](N)C(=O)O |r| (2S)- and (2R)-serine O-sulfate